[bis(3-chloro-4-fluorophenyl)methyl]-4-iodo-1H-imidazole ClC=1C=C(C=CC1F)C(C1=CC(=C(C=C1)F)Cl)N1C=NC(=C1)I